CC(CC)(NCCC)C dimethyl-dipropylamine